4-Nitropyrazole-1-carboxylic acid tert-butyl ester C(C)(C)(C)OC(=O)N1N=CC(=C1)[N+](=O)[O-]